2-(3,5-dichloro-4-(4-hydroxy-3-isopropylbenzyl)phenoxy)-N-(2-hydroxyethyl)-N-methylacetamide ClC=1C=C(OCC(=O)N(C)CCO)C=C(C1CC1=CC(=C(C=C1)O)C(C)C)Cl